benzyl (4-(4,4,5,5-tetramethyl-1,3,2-dioxaborolan-2-yl)phenethyl)carbamate CC1(OB(OC1(C)C)C1=CC=C(CCNC(OCC2=CC=CC=C2)=O)C=C1)C